4-benzyloxy-benzylchlorotrityl phosphate P(=O)(OC(C1=C(C(=CC=C1)CC1=CC=C(C=C1)OCC1=CC=CC=C1)Cl)(C1=CC=CC=C1)C1=CC=CC=C1)([O-])[O-]